FCCCN1CC(C1)CC1=CC=C(C=C1)C1=C(CCCC2=C1C=CC=C2)C2=C(C=C(C=C2)C)C(F)(F)F 9-(4-((1-(3-Fluoropropyl)azetidin-3-yl)methyl)phenyl)-8-(4-methyl-2-(trifluoromethyl)phenyl)-6,7-dihydro-5H-benzo[7]annulen